C1(CCCCC1)CCCCOC=1C=C2C(N(C(C2=CC1NS(=O)(=O)C)=O)CCC(=O)O)=O 5-(4-cyclohexylbutoxy)-6-methylsulfonylamino-N-carboxyethyl-isoindoline-1,3-dione